BrC1=C2C(=NC=C1)NC=C2C(CCOC)=O 1-(4-bromo-1H-pyrrolo[2,3-b]pyridin-3-yl)-3-methoxypropane-1-one